N-(4-methyl-3-(7-methyl-2-((6-methylpyridin-3-yl)amino)-8-oxo-7,8-dihydropyrido[3,4-d]pyrimidin-6-yl)phenyl)methanesulfonamide CC1=C(C=C(C=C1)NS(=O)(=O)C)C1=CC2=C(N=C(N=C2)NC=2C=NC(=CC2)C)C(N1C)=O